C(C)N1N=CC2=CC=C(C=C12)COC1=CC=CC(=N1)C1CCN(CC1)CC1=NC2=C(N1C[C@H]1OCC1)C=C(C=C2)C(=O)[O-] (S)-2-((4-(6-((1-ethyl-1H-indazol-6-yl)methoxy)pyridin-2-yl)piperidin-1-yl)methyl)-1-(oxetan-2-ylmethyl)-1H-benzo[d]imidazole-6-carboxylate